5-{6-[2-(3,5-Dimethoxy-phenyl)-ethylamino]-pyrimidin-4-yl}-3-ethoxy-thiophene COC=1C=C(C=C(C1)OC)CCNC1=CC(=NC=N1)C1=CC(=CS1)OCC